C(CCC)OC(CN1C=C(C2=CC(=CC=C12)Br)C(C)=O)=O butyl-(3-acetyl-5-bromo-1H-indol-1-yl)acetate